7-(2-hydroxyethyl)-1,5,6,7,8,9-hexahydroimidazo[4',5':4,5]benzo[1,2-d]azepin OCCN1CCC2=C(CC1)C=C1C(=C2)NC=N1